N1(N=CC=C1)C1=CC=C(CN2C3=NC(=NC=C3NC2=O)C2=C(C(=CC=C2)OC)C(C)C)C=C1 9-(4-(1H-pyrazol-1-yl)benzyl)-2-(2-isopropyl-3-methoxyphenyl)-7,9-dihydro-8H-purin-8-one